methyl 4-[(5-methyl-7-pyrrolidin-1-yl-[1,2,4]triazolo[1,5-a]pyrimidin-6-yl)methyl]benzoate CC1=NC=2N(C(=C1CC1=CC=C(C(=O)OC)C=C1)N1CCCC1)N=CN2